3-Fluorobenzyl ((S)-3-cyclohexyl-1-(((S)-4-(cyclopropylamino)-3,4-dioxo-1-((S)-2-oxopyrrolidin-3-yl)butan-2-yl)amino)-1-oxopropan-2-yl)carbamate C1(CCCCC1)C[C@@H](C(=O)N[C@@H](C[C@H]1C(NCC1)=O)C(C(=O)NC1CC1)=O)NC(OCC1=CC(=CC=C1)F)=O